BrC=1C=C2C=3C(C(CC3C1)(F)F)CC2 cis-6-bromo-2,2-difluoro-1,2,3,4-tetrahydro-2aH-cyclopenta[cd]indene